(2R)-1-[6-[(2R)-2-carboxypyrrolidin-1-yl]-6-oxohexanoyl]pyrrolidine-2-carboxylic acid C(=O)(O)[C@@H]1N(CCC1)C(CCCCC(=O)N1[C@H](CCC1)C(=O)O)=O